1-(2-(((1-(3-(2,3-dichlorophenyl)-1H-pyrazolo[3,4-b]pyrazin-6-yl)-4-methylpiperidin-4-yl)amino)methyl)phenyl)dihydropyrimidine-2,4(1H,3H)-dione ClC1=C(C=CC=C1Cl)C1=NNC2=NC(=CN=C21)N2CCC(CC2)(C)NCC2=C(C=CC=C2)N2C(NC(CC2)=O)=O